((((2,2'-dimethyl-[1,1'-biphenyl]-3,3'-diyl)bis(oxy))bis(propane-3,1-diyl))bis(azanediyl))bis(2-methylpropane-1,2-diol) CC1=C(C=CC=C1OCCCNC(C(C)(O)C)O)C1=C(C(=CC=C1)OCCCNC(C(C)(O)C)O)C